(S)-N-(2-hydroxy-3-phenylpropyl)-6-methoxy-N-methyl-5-((1-methyl-1H-pyrazol-4-yl)ethynyl)nicotinamide O[C@H](CN(C(C1=CN=C(C(=C1)C#CC=1C=NN(C1)C)OC)=O)C)CC1=CC=CC=C1